BrC=1C(=C2C(=NC1)N(C=C2)COCC[Si](C)(C)C)N2CCC1(CNC1=O)CC2 7-(5-bromo-1-((2-(trimethylsilyl)ethoxy)methyl)-1H-pyrrolo[2,3-b]pyridin-4-yl)-2,7-diazaspiro[3.5]nonan-1-one